5-(4-{[2-(hexahydropyridin-1-yl)ethyl]oxy}phenyl)-3-(2-methylpyrazol-3-yl)-1H-pyrrolo[2,3-b]pyridine N1(CCCCC1)CCOC1=CC=C(C=C1)C=1C=C2C(=NC1)NC=C2C=2N(N=CC2)C